Cl.FC(C(N)C=1C=C(C=CC1)C)(F)F 2,2,2-trifluoro-1-(m-tolyl)ethan-1-amine hydrochloride